C(#N)C(C(=O)OCCOCCOCCOCCOCCOC)=C pentaethylene glycol monomethyl ether cyanoacrylate